C(C)(C)(C)OC(=O)NC1(CC2=CC(=CC=C2CC1)OC=1C=C(C=CC1)C1=CC=C(C=C1)Cl)C(=O)OC methyl 2-((tert-butoxycarbonyl) amino)-7-((4'-chloro-[1,1'-biphenyl]-3-yl) oxy)-1,2,3,4-tetrahydronaphthalene-2-carboxylate